ethyl 2-amino-3-(2-chloro-6-fluoro-benzoyl)-5,6-dihydro-4H-cyclopenta[b]thiophene-5-carboxylate NC1=C(C2=C(S1)CC(C2)C(=O)OCC)C(C2=C(C=CC=C2F)Cl)=O